N8-benzyl-N6-(cyclopropylmethyl)-3-isopropyl-[1,2,4]triazolo[4,3-b]pyridazine-6,8-diamine C(C1=CC=CC=C1)NC=1C=2N(N=C(C1)NCC1CC1)C(=NN2)C(C)C